N1(CCCC1)C1=CC2=C(N=CN=C2N)C=N1 6-(pyrrolidin-1-yl)pyrido[3,4-d]pyrimidin-4-amine